ClC(C1=NC(=NC(=N1)C(Cl)(Cl)Cl)C(Cl)(Cl)Cl)(Cl)Cl 2,4,6-tris(trichloromethyl)-sym-triazine